CC1=NNC2=CC=C(C=C12)C1=C2CN(C(C2=CC=C1)=O)C(C=C)=O 4-(3-methyl-1H-indazol-5-yl)-2-(prop-2-enoyl)-2,3-dihydro-1H-isoindol-1-one